[F-].C(CCCCCCC)[NH+]1C(=CC=C1)CC 1-octyl-2-ethylpyrrolium fluoride